1-(4-bromo-3-{[(4-methoxyphenyl)methyl]oxy}-5-methylthiophen-2-yl)-3-(hexahydropyridin-1-yl)propane-1,3-dione BrC=1C(=C(SC1C)C(CC(=O)N1CCCCC1)=O)OCC1=CC=C(C=C1)OC